3-(5-acetyl-4-methoxythiophen-2-yl)-3-(3-{[(4-methoxybenzyl)oxy]methyl}-4-methylphenyl)-2-methylpropionic acid C(C)(=O)C1=C(C=C(S1)C(C(C(=O)O)C)C1=CC(=C(C=C1)C)COCC1=CC=C(C=C1)OC)OC